(5-cyclopropyl-2-((2,5-dichloropyrimidin-4-yl)amino)phenyl)dimethylphosphine oxide C1(CC1)C=1C=CC(=C(C1)P(C)(C)=O)NC1=NC(=NC=C1Cl)Cl